C(C)(C)(C)OC(=O)N1CCC(CC1)C1=CC=CC=2OC[C@@H](OC21)C2=C(C=C(C=C2)Cl)F (S)-4-(3-(4-Chloro-2-fluorophenyl)-2,3-dihydrobenzo[b][1,4]dioxin-5-yl)piperidine-1-Carboxylic acid tert-butyl ester